CC(C)=CCC\C(\C)=C\C\C=C(/C)\C=C (E)-alpha-Farnesene